N1(N=NC=C1)C1=CC=C(COC2=CC=CC(=N2)C2=CC(=C(CC3=NC4=C(N3[C@@H]3COCC3(C)C)C=C(C=C4)C(=O)O)C=C2F)F)C=C1 (S)-2-(4-(6-((4-(1H-1,2,3-triazol-1-yl)benzyl)oxy)pyridin-2-yl)-2,5-difluorobenzyl)-1-(4,4-dimethyltetrahydrofuran-3-yl)-1H-benzo[d]imidazole-6-carboxylic acid